F[C@@H]1C[C@@]2(CCCN2C1)COC1=NC2=C(C(=CC=C2C(=N1)N1CC(CCC1)O)C1=CC(=CC2=CC=C(C(=C12)C#C)F)O)F 1-(2-{[(2r,7as)-2-fluoro-hexahydro-1H-pyrrolizin-7a-yl]methoxy}-7-(8-ethynyl-7-fluoro-3-hydroxynaphthalen-1-yl)-8-fluoroquinazolin-4-yl)piperidin-3-ol